4-[[5-[(1S)-1-amino-2-thiazol-4-yl-ethyl]-1,2,4-oxadiazol-3-yl]methyl]benzenecarbohydroxamic acid N[C@@H](CC=1N=CSC1)C1=NC(=NO1)CC1=CC=C(C=C1)C(=O)NO